FC(C1=NN=C(O1)C1=CN=C(S1)CN(S(=O)(=O)CC)C1=NC=C(C=C1)F)F N-((5-(5-(difluoromethyl)-1,3,4-oxadiazol-2-yl)thiazol-2-yl)methyl)-N-(5-fluoropyridin-2-yl)ethanesulfonamide